NC1=C(C(=NC=C1C(=O)O)C(F)(F)F)C 4-amino-5-methyl-6-(trifluoromethyl)nicotinic acid